3-(4-(2-(3,4-dihydroxy-5-methoxyphenyl)-1H-benzo[d]imidazol-5-yl)piperazine-1-carbonyl)benzoic acid OC=1C=C(C=C(C1O)OC)C1=NC2=C(N1)C=CC(=C2)N2CCN(CC2)C(=O)C=2C=C(C(=O)O)C=CC2